COC1=C(C=C(C(=C1)CCCC(C)C)OC)CC(C)N 1-(2,5-dimethoxy-4-(4-methylpentyl)phenyl)propan-2-amine